OCC1(OCCC1)C(=O)O tetrahydro-2-(hydroxymethyl)-2-furancarboxylic acid